O1C(=CC=2C=NC=CC21)B(O)O Furo[3,2-c]pyridin-2-ylboronic acid